FC(C(=O)[O-])(F)F.ClC=1C=[NH+]C=C(C1)NC([C@@H](C)C12CC(C1)(C2)NC(C2=CC(=C(C=C2)Cl)Cl)=O)=O (S)-3-chloro-5-(2-(3-(3,4-dichlorobenzamido)bicyclo[1.1.1]pentan-1-yl)propanamido)pyridin-1-ium 2,2,2-trifluoroacetate